Cl.Cl.COC1=CC(=NC=C1)N 4-methoxy-pyridin-2-ylamine dihydrochloride